N-methyl-N-(3-((7-oxo-7,8-dihydro-1,8-naphthyridin-4-yl)amino)phenethyl)sulfamide dihydrochloride Cl.Cl.CN(S(=O)(=O)N)CCC1=CC(=CC=C1)NC1=CC=NC=2NC(C=CC12)=O